7-hydroxy-2-(4-hydroxyphenyl)-5-(3-methylbut-2-en-1-oxy)benzopyran-4-one OC1=CC2=C(C(C=C(O2)C2=CC=C(C=C2)O)=O)C(=C1)OCC=C(C)C